2-(difluoromethyl)tetra-hydro-2H-pyran FC(C1OCCCC1)F